FC(OC1=CC=2N(C=C1)N=C(N2)N[C@@H]2C[C@H](CC2)NC2=NC=C(C=C2)[N+](=O)[O-])F (1S,3S)-N3-[7-(difluoromethoxy)-[1,2,4]triazolo[1,5-a]pyridin-2-yl]-N1-(5-nitro-2-pyridinyl)cyclopentane-1,3-diamine